FC1=C(COC2=CC=C(C=C2)[C@@H]2[C@H](C2)N[C@@H]2CC[C@H](CC2)N)C=CC=C1 (trans)-N1-((1S,2R)-2-(4-((2-fluorobenzyl)oxy)phenyl)cyclopropyl)cyclohexane-1,4-diamine